tert-butyl 2-((1S,5R)-6-oxa-3-azabicyclo[3.2.1]octane-3-carbonyl)-7,8-dihydro-4H-pyrazolo[1,5-a][1,4]diazepine-5(6H)-carboxylate [C@H]12CN(C[C@H](OC1)C2)C(=O)C2=NN1C(CN(CCC1)C(=O)OC(C)(C)C)=C2